(2r,3s,5s)-2-((((1s,3s,6r)-6-(5-fluoropyrimidin-2-yl)bicyclo[4.1.0]hept-3-yl)oxy)methyl)-3-(methylsulfonyl)-5-(trifluoromethyl)pyrrolidine-1-carboxylic acid methyl ester COC(=O)N1[C@@H]([C@H](C[C@H]1C(F)(F)F)S(=O)(=O)C)CO[C@@H]1C[C@@H]2C[C@@]2(CC1)C1=NC=C(C=N1)F